m-bis(phenylvinyl)benzene tert-Butyl-N-[4-(3-cyano-4-methylsulfanyl-2-oxo-3H-pyridin-6-yl)phenyl]carbamate C(C)(C)(C)OC(NC1=CC=C(C=C1)C=1C=C(C(C(N1)=O)C#N)SC)=O.C1(=CC=CC=C1)C=CC1=CC(=CC=C1)C=CC1=CC=CC=C1